4-[(3S)-3-amino-3-methylpyrrolidin-1-yl]-N-[(1S)-1-cyclopropylethyl]-5-(3,5-difluorophenyl)-6-(trifluoromethyl)pyridine-3-carboxamide N[C@@]1(CN(CC1)C1=C(C=NC(=C1C1=CC(=CC(=C1)F)F)C(F)(F)F)C(=O)N[C@@H](C)C1CC1)C